2-Bromo-N-(3-hydroxy-2,6-dimethyl-phenyl)thiazole-5-carboxamide BrC=1SC(=CN1)C(=O)NC1=C(C(=CC=C1C)O)C